2,7-dichloro-8-fluoro-4-(2,3,6,7-tetrahydroazepin-1-yl)pyrido[4,3-d]pyrimidine ClC=1N=C(C2=C(N1)C(=C(N=C2)Cl)F)N2CCC=CCC2